N[C@@H]1CN(C[C@@H]1O[Si](C)(C)C(C)(C)C)C(=O)OC(C)(C)C tert-Butyl (3R,4S)-3-amino-4-((tert-butyldimethylsilyl)oxy)pyrrolidine-1-carboxylate